N-(4-aminophenyl)-2-(dimethylamino)-N-methylacetamide NC1=CC=C(C=C1)N(C(CN(C)C)=O)C